5-bromo-7-chloro-2-methyl-2H-indazole BrC1=CC2=CN(N=C2C(=C1)Cl)C